(3R)-N-(cyclopropylmethyl)-1-(6-(1-(5-(6-(pyrrolidin-1-yl)pyrazin-2-yl)-1,3,4-thiadiazol-2-yl)ethyl)pyridin-3-yl)piperidin-3-amine C1(CC1)CN[C@H]1CN(CCC1)C=1C=NC(=CC1)C(C)C=1SC(=NN1)C1=NC(=CN=C1)N1CCCC1